C1(CC1)C1N(CCCNC1)S(=O)(=O)C1=NC=CC2=CC=CC=C12 ((2-cyclopropyl-1,4-diazepan-1-yl)sulfonyl)isoquinoline